2-chloro-N-(4,5-dimethylisoxazol-3-yl)pyridine-3-sulfonamide ClC1=NC=CC=C1S(=O)(=O)NC1=NOC(=C1C)C